BrC1=CC(=C(CCNC(OC(C)C)=O)C=C1OC)OC Isopropyl (4-bromo-2,5-dimethoxyphenethyl)carbamate